COC(=O)C1=NN(C(=C1)C(=O)O)C(C)C1=CC=CC=C1 3-(methoxycarbonyl)-1-(1-phenylethyl)-1H-Pyrazole-5-carboxylic acid